benzyl (2-(2-(((1R,5S,6s)-3-(7-cyclopropyl-2-methylpyrazolo[1,5-a]pyridine-5-carbonyl)-3-azabicyclo[3.1.0]hexan-6-yl)oxy)-6-(4-fluorophenyl)pyridin-4-yl)propan-2-yl)carbamate C1(CC1)C1=CC(=CC=2N1N=C(C2)C)C(=O)N2C[C@@H]1C([C@@H]1C2)OC2=NC(=CC(=C2)C(C)(C)NC(OCC2=CC=CC=C2)=O)C2=CC=C(C=C2)F